(1R,5S)-3-(8-cyanoquinolin-5-yl)-N-(((S)-morpholin-2-yl)methyl)-5-(trifluoromethyl)-3-azabicyclo[3.1.0]hexane-1-carboxamide C(#N)C=1C=CC(=C2C=CC=NC12)N1C[C@]2(C[C@]2(C1)C(F)(F)F)C(=O)NC[C@@H]1CNCCO1